NC1=NC=2C=CC=CC2C2=C1N=C(N2CCCCNS(=O)(=O)C)CC N-[4-(4-amino-2-ethyl-1H-imidazo[4,5-c]quinolin-1-yl)butyl]methane-sulfonamide